styryl-tri(methoxyethoxy)silane C(=CC1=CC=CC=C1)[Si](OCCOC)(OCCOC)OCCOC